COC1=NC(=CC(=C1)C(CCN(C)C)=O)OC 1-(2,6-dimethoxypyridin-4-yl)-3-(dimethylamino)propan-1-one